4-fluoro-2-methyl-N-[3-(3-morpholin-4-ylsulfonylanilino)quinoxalin-2-yl]benzenesulfonamide FC1=CC(=C(C=C1)S(=O)(=O)NC1=NC2=CC=CC=C2N=C1NC1=CC(=CC=C1)S(=O)(=O)N1CCOCC1)C